Cl.C1N(CC12CNC2)C(C)=O 1-(2,6-diazaspiro[3.3]heptan-2-yl)ethanone hydrochloride salt